C(C)(C)(C)OC(=O)N1CC2([C@H](C3=CC=CC=C3C2)N[S@](=O)C(C)(C)C)C1 (S)-1'-(((R)-tert-butylsulfinyl)amino)-1',3'-dihydrospiro[azetidine-3,2'-indene]-1-carboxylic acid tert-butyl ester